C(C)(C)(C)C=1C=C(N(N1)C1=CC(=C(C=C1)C)CN(C)C)NC(=O)NC1=CC=C(C2=CC=CC=C12)OCCN1CCOCC1 1-[5-tert-butyl-2-(4-methyl-3-dimethylaminomethylphenyl)-2H-pyrazol-3-yl]-3-[4-(2-morpholin-4-yl-ethoxy)naphthalen-1-yl]-urea